(3S,4aS,8aS)-2-{(S)-2-hydroxy-3-[(S)-1-(4-chlorophenyl)ethylamino]propyl}decahydroisoquinoline-3-carboxamide O[C@H](CN1C[C@H]2CCCC[C@H]2C[C@H]1C(=O)N)CN[C@@H](C)C1=CC=C(C=C1)Cl